potassium 2,2-dimethylolpropionate C(O)C(C(=O)[O-])(C)CO.[K+]